CC(CC[C@@H](C(=O)O)NCC1=C(C=CC=C1)C1=CC=NC=C1)(C)C (2S)-5,5-dimethyl-2-({[2-(pyridin-4-yl)phenyl]methyl}amino)hexanoic acid